(4S,4'S)-4,4'-((2,2'-dichloro-[1,1'-biphenyl]-3,3'-diyl)bis(2-methoxypyridin-6,3-diyl))bis(4-aminobutan-1-ol) ClC1=C(C=CC=C1C1=CC=C(C(=N1)OC)[C@H](CCCO)N)C1=C(C(=CC=C1)C1=CC=C(C(=N1)OC)[C@H](CCCO)N)Cl